(3S)-tert-butyl 3-(4-(2,6-dioxopiperidin-3-yl)-3,4-dihydro-2H-benzo[b][1,4]oxazin-8-yl)pyrrolidine-1-carboxylate O=C1NC(CCC1N1C2=C(OCC1)C(=CC=C2)[C@H]2CN(CC2)C(=O)OC(C)(C)C)=O